CN1N=NC(=C1C1=CC=2N(C=3C4=C(C(=CC3C2N=C1)F)C(CC4)=O)C(C4CCOCC4)C4=CC=CC=C4)C 8-(1,4-dimethyl-1H-1,2,3-triazol-5-yl)-4-fluoro-10-(phenyl-(tetrahydro-2H-pyran-4-yl)methyl)-1,10-dihydro-cyclopenta[g]pyrido[3,2-b]indol-3(2H)-one